8-[1-(tert-butylsulfinylimino)ethyl]-3-methyl-6-methyl-2-(5-methyl-2-pyrimidinyl)-4(3H)-quinazolinone C(C)(C)(C)S(=O)N=C(C)C=1C=C(C=C2C(N(C(=NC12)C1=NC=C(C=N1)C)C)=O)C